(Z)-(4-(1-(4-(2-(4-((1-(2-(2,6-dioxopiperidin-3-yl)-1,3-dioxoisoindolin-5-yl)piperidin-4-yl)methyl)piperazin-1-yl)ethoxy)phenyl)-2-phenylbut-1-en-1-yl)phenyl)boronic acid O=C1NC(CCC1N1C(C2=CC=C(C=C2C1=O)N1CCC(CC1)CN1CCN(CC1)CCOC1=CC=C(C=C1)\C(=C(\CC)/C1=CC=CC=C1)\C1=CC=C(C=C1)B(O)O)=O)=O